COCCOC=1C=NC=CC1CNC1=C(C(NCC1)=O)C(NC1=C(C=CC=C1)OC)=S 4-({[3-(2-methoxyethoxy)pyridin-4-yl]methyl}amino)-N-(2-methoxyphenyl)-2-oxo-1,2,5,6-tetrahydropyridine-3-carbothioamide